(vinyl-sulfuric acid) potassium salt [K+].C(=C)OS([O-])(=O)=O